trans-3,5-dihydroxyazobenzene OC=1C=C(C=C(C1)O)N=NC1=CC=CC=C1